ClC=1C=CC(=NC1)COC1=NN=C(S1)NC(=O)C1=C(C=NC=C1)C1=C(C=CC=C1)OC N-[5-[(5-chloropyridin-2-yl)methoxy]-1,3,4-thiadiazol-2-yl]-3-(2-methoxyphenyl)pyridine-4-carboxamide